1-((1-(1-(cis-4-isopropylcyclohexyl)piperidin-4-yl)-1H-indol-3-yl)methyl)piperidin-4-amine C(C)(C)[C@H]1CC[C@H](CC1)N1CCC(CC1)N1C=C(C2=CC=CC=C12)CN1CCC(CC1)N